zinc 3-indoleacetate salt N1C=C(C2=CC=CC=C12)CC(=O)[O-].[Zn+2].N1C=C(C2=CC=CC=C12)CC(=O)[O-]